NC=1C=C(N(C1)C)C(=O)NC=1N=C(N(C1)C)C(=O)OCC ethyl 4-(4-amino-1-methyl-1H-pyrrole-2-carboxamido)-1-methyl-1H-imidazole-2-carboxylate